(R)-2-(2-(((R)-1-methylpyrrolidin-3-yl)oxy)pyridin-4-yl)-8-phenyl-7,8-dihydro-6H-pyrrolo[2',1':2,3]imidazo[4,5-b]piperidine CN1C[C@@H](CC1)OC1=NC=CC(=C1)[C@H]1CCC2=C(N1)N1C(=N2)CCC1C1=CC=CC=C1